C(#N)C=1C=C2C(C(=CN(C2=CC1N1[C@@](CCC1)(C)COC1=NC=CC=C1F)C=1C=NC(=CC1)N1CC(C1)N(C)C)C(=O)O)=O (R)-6-cyano-1-(6-(3-(dimethyl-amino)azetidin-1-yl)pyridin-3-yl)-7-(2-(((3-fluoropyridin-2-yl)oxy)methyl)-2-methyl-pyrrolidin-1-yl)-4-oxo-1,4-dihydro-quinoline-3-carboxylic acid